1,2-Thiazin S1NC=CC=C1